p-(methacryloxyethoxy)benzaldehyde C(C(=C)C)(=O)OCCOC1=CC=C(C=O)C=C1